2-[[5-(4-Chlorophenyl)-2-furanyl]methylene]-5,6-dimethyl-3(2H)-benzofuranone ClC1=CC=C(C=C1)C1=CC=C(O1)C=C1OC2=C(C1=O)C=C(C(=C2)C)C